tetraethyl-diamino-diphenylmethane C(C)C=1C(=C(C(=C(C1)C(C1=CC=CC=C1)(N)N)CC)CC)CC